CNCCC(O)C=1SC=CC1 3-methylamino-1-(2-thienyl)-1-propanol